5-[5-({1-[(2E)-2-(aminomethyl)-3-fluoroprop-2-en-1-yl]-5-oxo-1,5-dihydro-4H-1,2,4-triazol-4-yl}methyl)thiophen-2-yl]-N-tert-butylpyridine-3-sulfonamide NC/C(/CN1N=CN(C1=O)CC1=CC=C(S1)C=1C=C(C=NC1)S(=O)(=O)NC(C)(C)C)=C\F